8-(3-iodo-4-oxo-4,5,6,7-tetrahydro-1H-pyrrolo[3,2-c]pyridin-2-yl)-2-methoxypyrido[2,3-b]pyrazin-3(4H)-one IC1=C(NC2=C1C(NCC2)=O)C2=CC=NC=1NC(C(=NC12)OC)=O